2-benzyl-2-azaspiro[3.3]heptan-6-yl (2R,6R)-4-[5-(ethane-sulfonyl)pyrimidin-2-yl]-2,6-dimethylpiperazine-1-carboxylate C(C)S(=O)(=O)C=1C=NC(=NC1)N1C[C@H](N([C@@H](C1)C)C(=O)OC1CC2(CN(C2)CC2=CC=CC=C2)C1)C